(4-((3-(7-(((3S,4R)-3-fluoro-1-(oxepan-3-yl)piperidin-4-yl)amino)-3-(2,2,2-trifluoroethyl)benzo[b]thiophen-2-yl)prop-2-yn-1-yl)amino)-3-methoxyphenyl)dimethylphosphine oxide F[C@H]1CN(CC[C@H]1NC1=CC=CC2=C1SC(=C2CC(F)(F)F)C#CCNC2=C(C=C(C=C2)P(C)(C)=O)OC)C2COCCCC2